1-(3-azidopropyl)piperidin-4-ol N(=[N+]=[N-])CCCN1CCC(CC1)O